NC1=NC2=CC(=CC=C2C=C1)CN(C(=O)C=1C=NC=CC1)C=1C(=NC=CC1)C(F)(F)F N-[(2-aminoquinolin-7-yl)methyl]-N-[2-(trifluoromethyl)pyridin-3-yl]pyridine-3-carboxamide